Cl.C(CCCCCCCCC)C1=CC=C(C=C1)C1=NOC(=N1)CCCNC 3-(3-(4-decylphenyl)-1,2,4-oxadiazol-5-yl)-N-methylpropan-1-amine hydrochloride